FC(C=1C=C(C=C(C1)C(F)(F)F)C=1NC(=NN1)S=C1NC(=NC(=C1)Cl)S=C1OC2=C(N1)C=C(C=C2)Cl)(F)F 2-((4-((5-(3,5-bis(trifluoromethyl)phenyl)-4H-1,2,4-triazol-3-yl)thioxo)-6-chloropyrimidin-2-yl)thioxo)-5-chlorobenzo[d]oxazole